O=C1NC(CCC1N1C(C2=CC=CC(=C2C1=O)N[C@H]1C[C@H](C1)C(=O)O)=O)=O (cis)-3-{[2-(2,6-dioxopiperidin-3-yl)-1,3-dioxo-2,3-dihydro-1H-isoindol-4-yl]amino}cyclobutane-1-carboxylic acid